BrC=1C=CC(=C2C=CNC12)C 7-bromo-4-methylindole